Methyl 2-(1-cyclopropyl-1H-pyrazol-4-yl)-5-[({1-[2-fluoro-4-(trifluoromethoxy) phenyl]cyclopropyl}carbonyl) amino]benzoate C1(CC1)N1N=CC(=C1)C1=C(C(=O)OC)C=C(C=C1)NC(=O)C1(CC1)C1=C(C=C(C=C1)OC(F)(F)F)F